(2R,4S,5R,6R)-5-amino-6-((1R,2R)-3-(2-(4-chlorophenyl)acetamido)-1,2-dihydroxypropyl)-4-hydroxy-2-((6-(prop-2-yn-1-yloxy)hexyl)oxy)tetrahydro-2H-pyran-2-carboxylic acid N[C@@H]1[C@H](C[C@@](O[C@H]1[C@@H]([C@@H](CNC(CC1=CC=C(C=C1)Cl)=O)O)O)(C(=O)O)OCCCCCCOCC#C)O